4,4-dimethyl-1-nonene CC(CC=C)(CCCCC)C